Cl.Cl.N1CC(C1)N1CC(N(CC1)C)=O 4-(azetidin-3-yl)-1-methylpiperazine-2-one dihydrochloride